tert-butyl (S)-3-(3-((S)-1-methoxy-3-methyl-1-oxobutan-2-yl)-1,3-dimethylureido)pyrrolidine-1-carboxylate COC([C@H](C(C)C)N(C(N(C)[C@@H]1CN(CC1)C(=O)OC(C)(C)C)=O)C)=O